FC1=C2NC(C=3N(C2=CC=C1CN1CCN(CC1)C1=CC(=C(C=C1)C(NC)=O)F)N=CC3C)=O 6-fluoro-7-((4-(3-fluoro-4-(methylcarbamoyl)phenyl)piperazin-1-yl)methyl)-3-methylpyrazolo[1,5-a]quinoxalin-4(5H)-one